(4-(1-methyl-3-(trifluoromethyl)-1H-1,2,4-triazol-5-yl)phenyl)methylamine hydrochloride Cl.CN1N=C(N=C1C1=CC=C(C=C1)CN)C(F)(F)F